(E)-3-(dimethylamino)-2-(4-chlorophenyl)acrylic acid ethyl ester C(C)OC(\C(=C\N(C)C)\C1=CC=C(C=C1)Cl)=O